[Br-].CN1C(CCCC1)C(CCCCC1N(CCCC1)C)[NH3+] 1,5-di(N-methylpiperidinyl)amyl-ammonium bromide